C(C1=CC=CC=C1)(=O)OCNC1=NNC2=CC=CC(=C12)C1=CC=C(C=C1)C=1CCCCC1 (((4-(2',3',4',5'-tetrahydro-[1,1'-biphenyl]-4-yl)-1H-indazol-3-yl) amino) methyl) benzoate